3-(5-((4-(3,5-dichlorophenyl)piperazin-1-yl)methyl)-1-oxoisoindolin-2-yl)piperidine-2,6-dione ClC=1C=C(C=C(C1)Cl)N1CCN(CC1)CC=1C=C2CN(C(C2=CC1)=O)C1C(NC(CC1)=O)=O